(2S,4R)-1-[(2S)-2-(4-cyclopropyltriazol-1-yl)-3,3-dimethyl-butanoyl]-4-hydroxy-N-[[(1S,2R)-1-methylsulfonyl-2-(trifluoromethyl)cyclopropyl]methyl]pyrrolidine-2-carboxamide C1(CC1)C=1N=NN(C1)[C@H](C(=O)N1[C@@H](C[C@H](C1)O)C(=O)NC[C@]1([C@H](C1)C(F)(F)F)S(=O)(=O)C)C(C)(C)C